2E-2-(3-(amino(methoxycarbonylamino)methyleneamino)-4-(ethoxycarbonyl)-1H-pyrazol-1-yl)acetic acid NC(NC(=O)OC)=NC1=NN(C=C1C(=O)OCC)CC(=O)O